1-Methyl-5-thioxopyrrolidine CN1CCCC1=S